2-piperazin-1-yl-1-pyridin-3-yl-1H-pyrrolo[2,3-b]pyridine-3-carbaldehyde bis-trifluoroacetic acid salt FC(C(=O)O)(F)F.FC(C(=O)O)(F)F.N1(CCNCC1)C1=C(C=2C(=NC=CC2)N1C=1C=NC=CC1)C=O